CC1=CC=C2C=C(C(OC2=C1)=O)C(=O)O 7-Methyl-3-carboxycoumarin